(methylsulfonyl)-1H-pyrazol CS(=O)(=O)N1N=CC=C1